7-((2-Bromo-4-(4-methylpiperazin-1-yl)phenyl)amino)-1-cyclopentyl-3,4-dihydropyrimido[4,5-d]pyrimidine-2(1H)-one BrC1=C(C=CC(=C1)N1CCN(CC1)C)NC1=NC=C2C(=N1)N(C(NC2)=O)C2CCCC2